1-butyl-2,3-dimethylimidazolium trifluoromethanesulfonate FC(S(=O)(=O)[O-])(F)F.C(CCC)N1C(=[N+](C=C1)C)C